FC1=C(C2=C(C(C3=C(C4=C(C=C(O4)C(C)C)C=C3)SC2)=O)C=C1)F 9,10-difluoro-2-isopropylbenzo[5,6]thiepino[3,2-g]benzofuran-6(11H)-one